COC1=CC=C(C2=C1NC(=N2)NC(=O)N2CCCCC2)C=2C=NN(C2)C 1-{[7-Methoxy-4-(1-methyl-1H-pyrazol-4-yl)-1H-1,3-benzodiazol-2-yl]carbamoyl}piperidin